1-[[4-[5-(trifluoromethyl)-1,2,4-oxadiazol-3-yl] phenoxy] methyl]-1H-pyrazole-4-carboxylate FC(C1=NC(=NO1)C1=CC=C(OCN2N=CC(=C2)C(=O)[O-])C=C1)(F)F